C(C)(=O)OC1=C(C(=NC2=C(C=C(C=C12)C(C)(C)C)F)C)C [6-(1,1-Dimethylethyl)-8-fluoro-2,3-dimethylquinoline-4-yl] acetate